3-methylhepta-5,6-dien-1-ol CC(CCO)CC=C=C